1-phenylazo-2-hexyl phthalate C(C=1C(C(=O)[O-])=CC=CC1)(=O)OC(CN=NC1=CC=CC=C1)CCCC